N[C@H](C(=O)N1[C@@H](C[C@H](C1)O)C(NCC1=CC=C(C=C1)C#C)=O)C1CCN(CC1)C(=O)OC(C)(C)C Tert-butyl 4-[(1S)-1-amino-2-[(2S,4R)-2-[(4-ethynylphenyl)methylcarbamoyl]-4-hydroxy-pyrrolidin-1-yl]-2-oxo-ethyl]piperidine-1-carboxylate